2-(((S)-1-(((S)-1,1-bis(4-methoxyphenyl)propan-2-yl)amino)-4-methyl-1-oxopentan-2-yl)carbamoyl)-4-methoxypyridin-3-yl isobutyrate C(C(C)C)(=O)OC=1C(=NC=CC1OC)C(N[C@H](C(=O)N[C@H](C(C1=CC=C(C=C1)OC)C1=CC=C(C=C1)OC)C)CC(C)C)=O